N-[(1S)-1-benzyl-3,3,3-trifluoro-1-methyl-propyl]quinoline-3-carboxamide C(C1=CC=CC=C1)[C@](CC(F)(F)F)(C)NC(=O)C=1C=NC2=CC=CC=C2C1